Cl.C1(NC=CC=2CNCCC12)=O 5,6,7,8-tetrahydro-2H-2,6-naphthyridin-1-one hydrochloride